(E)-1-(2,4-Dihydroxyphenyl)-3-(3,4-dihydroxyphenyl)prop-2-en-1-one OC1=C(C=CC(=C1)O)C(\C=C\C1=CC(=C(C=C1)O)O)=O